FC(C1CC(C1)NC(C)=O)(F)F N-(3-(trifluoromethyl)cyclobutyl)acetamide